tris(2,2,2-trifluoroethyl)boronic acid FC(COB(OCC(F)(F)F)CC(F)(F)F)(F)F